7-hydroxy-N-(4-[(1S)-1-(2-methyl-1H-imidazol-1-yl)ethyl]phenyl)-2,3-dihydro-1,4-benzodioxine-2-(RS)-carboxamide OC=1C=CC2=C(O[C@H](CO2)C(=O)NC2=CC=C(C=C2)[C@H](C)N2C(=NC=C2)C)C1 |&1:7|